5-bromo-2-(2,2-dimethylpyrrolidin-3-yl)-1,3-benzothiazole BrC=1C=CC2=C(N=C(S2)C2C(NCC2)(C)C)C1